C(C)(C)(C)C1=CC=C(C=C1)C1SC(=NN1/C(/NC1=CC(=C(C=C1)C)C)=N/C=1SC(=NN1)C)C (E)-2-(4-(tert-butyl)phenyl)-N-(3,4-dimethylphenyl)-5-methyl-N'-(5-methyl-1,3,4-thiadiazol-2-yl)-1,3,4-thiadiazole-3(2H)-carboximidamide